4-((4-(ethoxymethyl)-4-phenethylpiperidin-1-yl)methyl)-2,6-dimethylaniline C(C)OCC1(CCN(CC1)CC1=CC(=C(N)C(=C1)C)C)CCC1=CC=CC=C1